(2-chloro-4-((1-(4-(2-((methylamino)methyl)phenyl)selenophene-2-yl)ethyl)amino)-5,7-dihydro-6H-pyrrolo[3,4-d]pyrimidin-6-yl)(4-methoxytetrahydro-2H-pyran-4-yl)methanone ClC=1N=C(C2=C(N1)CN(C2)C(=O)C2(CCOCC2)OC)NC(C)C=2[Se]C=C(C2)C2=C(C=CC=C2)CNC